BrC1=C(C(=CC(=C1)C1(CC1)F)F)N1N=C2N=C(NC(C2=C1)=O)OCC 2-[2-bromo-6-fluoro-4-(1-fluorocyclopropyl)phenyl]-6-ethoxy-2,5-dihydro-4H-pyrazolo[3,4-d]pyrimidin-4-one